1-(3-bromo-5-fluorophenyl)-3-[5-fluoro-2-(2-hydroxyethyl)phenyl]urea BrC=1C=C(C=C(C1)F)NC(=O)NC1=C(C=CC(=C1)F)CCO